SCCCCS(=O)(=O)[O-] 4-mercapto-1-butanesulfonate